C(N)(=N)C=1C=C(C=CC1)CC(C=1SC=CN1)NS(=O)(=O)C=1C=C(NC(CNC(OC(C)(C)C)=O)=O)C=CC1 tert-butyl N-[2-[3-[[2-(3-carbamimidoylphenyl)-1-thiazol-2-yl-ethyl]sulfamoyl]anilino]-2-oxo-ethyl]carbamate